tert-Butyl peroxide (2-ethylhexanoate) C(C)C(C(=O)O)CCCC.C(C)(C)(C)OOC(C)(C)C